C(C)(C)[P](C1=CC=CC=C1)=O (R)-isopropyl-(phenyl)phosphorus oxide